ClC=1C=2C(N=C3N(C2C=CC1)C1=CC(=CC=C1C31CCCCC1)C1CCN(CC1)C1CCC(CC1)CCO)=O 4'-chloro-10'-(1-(4-(2-hydroxyethyl)cyclohexyl)piperidin-4-yl)-5'H-spiro[cyclohexane-1,7'-indolo[1,2-a]quinazolin]-5'-one